cuprous diformate C(=O)[O-].C(=O)[O-].[Cu+].[Cu+]